FC(C1=NOC(=N1)C=1C=C2CC[C@H](C2=CC1)N)F (1R)-5-[3-(difluoromethyl)-1,2,4-oxadiazol-5-yl]-2,3-dihydro-1H-inden-1-amine